(3aR,5s,6aS)-5-(3-(benzyloxy)propylidene)hexahydro-1H-spiro[pentalene-2,2'-[1,3]dioxolane] C(C1=CC=CC=C1)OCCC=C1C[C@@H]2CC3(OCCO3)C[C@@H]2C1